C1(CC1)C1=NC(=NC(=N1)C)NCC1=C(N=NN1C)C1=CC=C(C(=N1)C)O[C@@H]1C[C@H](CCC1)C(=O)OC Methyl (1S,3S)-3-((6-(5-(((4-cyclopropyl-6-methyl-1,3,5-triazin-2-yl)amino)methyl)-1-methyl-1H-1,2,3-triazol-4-yl)-2-methylpyridin-3-yl)oxy)cyclohexane-1-carboxylate